(4aR,8aS)-6-(3-(4-(3-Fluoropyrrolidin-1-yl)phenyl)azetidine-1-carbonyl)hexahydro-2H-pyrido[4,3-b][1,4]oxazin-3(4H)-one FC1CN(CC1)C1=CC=C(C=C1)C1CN(C1)C(=O)N1C[C@@H]2[C@@H](OCC(N2)=O)CC1